C(=C)(C)C(CCCCCC(N)N)CCC(CCCCCC)C 7-isopropenyl-10-methylhexadecanediamine